5-[(3aR,7aR)-octahydro-1H-pyrrolo[2,3-c]pyridine-6-carbonyl]-2-{1-ethyl-1H-pyrrolo[2,3-b]pyridin-2-yl}-7-methoxy-1-methyl-1H-1,3-benzodiazole N1CC[C@H]2[C@@H]1CN(CC2)C(=O)C2=CC1=C(N(C(=N1)C1=CC=3C(=NC=CC3)N1CC)C)C(=C2)OC